2-METHYL-PIPERIDINE-3-CARBOXYLIC ACID CC1NCCCC1C(=O)O